C(C)OC(C(CC=1C(=C(C=CC1)C1C=2N(CCN1C(=O)OC(C)(C)C)C(=C(N2)I)C)F)C)=O tert-butyl 8-[3-(3-ethoxy-2-methyl-3-oxo-propyl)-2-fluoro-phenyl]-2-iodo-3-methyl-6,8-dihydro-5H-imidazo[1,2-a]pyrazine-7-carboxylate